O[C@H]1CC[C@H](N(C1)C(=O)OC(C)(C)C)C(=O)OCC 1-(tert-butyl) 2-ethyl (2S,5S)-5-hydroxypiperidine-1,2-dicarboxylate